ClC=1C=C2C(=NC1OC)C(=C(N2C)C=2NC(=NN2)[C@@H](C(F)(F)F)O)N2C=NC=C2 (S)-1-(5-(6-chloro-3-(1H-imidazol-1-yl)-5-methoxy-1-methyl-1H-pyrrolo[3,2-b]-pyridin-2-yl)-4H-1,2,4-triazol-3-yl)-2,2,2-trifluoroethan-1-ol